8-fluoro-4-(4-fluoro-2-methylphenoxy)-5-((1,1,1-trifluoropropan-2-yl)pyrido[3,4-d]pyridazin-7-yl)-5-(hydroxymethyl)-2,4-dihydro-3H-1,2,4-triazol-3-one FC1=C(N=CC2=CN=NC(=C21)C(C(F)(F)F)C)C2(N(C(NN2)=O)OC2=C(C=C(C=C2)F)C)CO